N-{(2S,3R)-4,4-difluoro-1-((2R)-oxetane-2-carbonyl)-2-[{2,2',3'-trifluoro[1,1'-biphenyl]-3-yl}methyl]pyrrolidin-3-yl}methanesulfonamide FC1([C@@H]([C@@H](N(C1)C(=O)[C@@H]1OCC1)CC=1C(=C(C=CC1)C1=C(C(=CC=C1)F)F)F)NS(=O)(=O)C)F